5-(4,4,5,5-tetramethyl-1,3,2-dioxaborolan-2-yl)nicotinonitrile CC1(OB(OC1(C)C)C=1C=NC=C(C#N)C1)C